N,N-dimethyl-2-(trifluoromethyl)benzamide CN(C(C1=C(C=CC=C1)C(F)(F)F)=O)C